C(=O)(OC(C)(C)C)NCN1N=NC2=C1C=CC=C2 N-Bocaminomethylbenzotriazole